CC1(OC([C@H](O1)CCOC1=CC2=C(OC[C@@H](C(N2C)=O)NC(=O)N2N=CC(=C2)CC2=CC(=CC=C2)F)C=C1)=O)C N-((S)-7-(2-((R)-2,2-dimethyl-5-oxo-1,3-dioxolan-4-yl)ethoxy)-5-methyl-4-oxo-2,3,4,5-tetrahydrobenzo[b][1,4]oxazepin-3-yl)-4-(3-fluorobenzyl)-1H-pyrazole-1-carboxamide